(S)-2-(6-(5-(1-(7-azaspiro[3.5]nonan-2-yl)piperidin-4-yl)pyrimidin-2-yl)-5-methyl-6,7,8,9-tetrahydro-5H-pyrido[3',4':4,5]pyrrolo[2,3-c]pyridazin-3-yl)phenol C1C(CC12CCNCC2)N2CCC(CC2)C=2C=NC(=NC2)N2[C@H](C1=C(NC=3N=NC(=CC31)C3=C(C=CC=C3)O)CC2)C